ClC1=NN2C(N=CC3=C2C(CC3C(=O)NC=3C=NC(=C(C3)Cl)N3N=C(N=N3)C)(C)C)=C1 2-chloro-N-(5-chloro-6-(5-methyl-2H-tetrazol-2-yl)pyridin-3-yl)-8,8-dimethyl-7,8-dihydro-6H-cyclopenta[e]pyrazolo[1,5-a]pyrimidine-6-carboxamide